dideoxyribose triphosphate OP(O)(=O)OP(=O)(O)OP(=O)(O)O.O=CCC[C@H](O)CO